benzyl 4-((2-(tert-butoxy)-2-oxoethyl) ((chloromethoxy) carbonyl) amino)-3,3-dimethylbutyrate C(C)(C)(C)OC(CN(CC(CC(=O)OCC1=CC=CC=C1)(C)C)C(=O)OCCl)=O